2-(2-methoxy-4-methylphenyl)formyloxy-1,3-propanediol COC1=C(C=CC(=C1)C)C(=O)OC(CO)CO